COC(=O)C1=CC2=C(C=CCC=N2)C=C1 3H-1-benzazepine-8-carboxylic acid methyl ester